(5-chloropyrazin-2-yl)((2S,5R)-5-(5-((2,4-dimethoxybenzyl)amino)-7,9-difluoro-[1,2,4]triazolo[1,5-c]quinazolin-2-yl)-2-methylpiperidin-1-yl)methanone ClC=1N=CC(=NC1)C(=O)N1[C@H](CC[C@H](C1)C1=NN2C(=NC=3C(=CC(=CC3C2=N1)F)F)NCC1=C(C=C(C=C1)OC)OC)C